(1E)-1,2-difluoro-1-iodo-ethene F/C(=C\F)/I